tert-butyl 4-{3-[(4-methoxyphenyl)methyl]-1-{1-[(4-methoxyphenyl)methyl]-2,6-dioxopiperidin-3-yl}-2-oxo-2,3-dihydro-1H-1,3-benzodiazol-5-yl}piperazine-1-carboxylate COC1=CC=C(C=C1)CN1C(N(C2=C1C=C(C=C2)N2CCN(CC2)C(=O)OC(C)(C)C)C2C(N(C(CC2)=O)CC2=CC=C(C=C2)OC)=O)=O